ClC=1C=CC(=C(C1)C1=C(C=NN1)C(=O)OCC)OC ethyl 5-(5-chloro-2-methoxyphenyl)-1H-pyrazole-4-carboxylate